(S)-(2-Fluorophenyl)(4-(2-(pyridin-3-yl)ethyl)-7-azabicyclo[2.2.1]heptan-1-yl)methanol FC1=C(C=CC=C1)[C@H](O)C12CCC(CC1)(N2)CCC=2C=NC=CC2